(S)-2-((3,5-dimethoxybenzyl)amino)-5,5-dimethylhexanoic acid COC=1C=C(CN[C@H](C(=O)O)CCC(C)(C)C)C=C(C1)OC